3-(3,5-bis(trifluoromethyl)phenoxy)propan-1-amine FC(C=1C=C(OCCCN)C=C(C1)C(F)(F)F)(F)F